iridium pinoleylammonium-oleate salt C(CCCCCCC\C=C/CCCCCCCC)(=O)[O-].C12(C(CCC(C1(C)C)C2)C)CCCCCCCC\C=C/CCCCCCCC[NH3+].[Ir]